C1(CCCC1)[C@H](C1=CC=C(O1)C(=O)N1CC2(C3=CC(=CC=C13)NS(=O)(=O)C)CCC1(CC2)CC1)O (R)-N-(1''-(5-(cyclopentyl(hydroxy)methyl)furan-2-carbonyl)dispiro[cyclopropane-1,1'-cyclohexane-4',3''-indolin]-5''-yl)methanesulfonamide